ditolylmethanol C1(=C(C=CC=C1)C(O)C1=C(C=CC=C1)C)C